(R)-N-(8,9-difluoro-6-oxo-1,2,3,4,5,6-hexahydrobenzo[c][1,7]naphthyridin-1-yl)-7-fluoro-N-methylindolizine-2-carboxamide FC=1C(=CC2=C(C(NC=3CNC[C@@H](C23)N(C(=O)C=2C=C3C=C(C=CN3C2)F)C)=O)C1)F